CCCCCCC=CCCCCCCCC(CCCCCCCC=CCCCCCCCC)=O tritriaconta-7,24-dien-16-one